ClC1=NC=C(N=C1)OC1=C(C(=CC=C1)Cl)Cl 2-chloro-5-(2,3-dichlorophenoxy)pyrazine